ClC1=C(C=C2C(=N1)C=NN2)OC 5-chloro-6-methoxy-1H-pyrazolo[4,3-b]Pyridine